(N-butyl)ammonium tetrakis(pentafluorophenyl)borate FC1=C(C(=C(C(=C1[B-](C1=C(C(=C(C(=C1F)F)F)F)F)(C1=C(C(=C(C(=C1F)F)F)F)F)C1=C(C(=C(C(=C1F)F)F)F)F)F)F)F)F.C(CCC)[NH3+]